N,N-Dimethyl-2-((4-nitrophenyl)amino)acetamide CN(C(CNC1=CC=C(C=C1)[N+](=O)[O-])=O)C